C(O)CN mono-ethanolamin